F[C@H]1CN(C[C@@H](C1)NC1=NC=C(C=N1)C(F)(F)F)C1=NC2=C(N1C)C=C(C(=C2)[N+](=O)[O-])C(=O)N2CCOCC2 (2-((3R,5R)-3-fluoro-5-((5-(trifluoromethyl)pyrimidin-2-yl)amino)piperidin-1-yl)-1-methyl-5-nitro-1H-benzo[d]imidazol-6-yl)(morpholino)methanone